3-[6-[4-(bromomethyl)phenoxy]-1-methylindazol-3-yl]piperidine-2,6-dione BrCC1=CC=C(OC2=CC=C3C(=NN(C3=C2)C)C2C(NC(CC2)=O)=O)C=C1